2-Chloro-4-(8-(4-(4-((1-(3-((2,6-dioxopiperidin-3-yl)amino)phenyl)-piperidin-4-yl)methyl)-piperazine-1-carbonyl)-phenyl)-3-methyl-2,8-diazaspiro[4.5]decan-2-yl)benzonitrile ClC1=C(C#N)C=CC(=C1)N1CC2(CC1C)CCN(CC2)C2=CC=C(C=C2)C(=O)N2CCN(CC2)CC2CCN(CC2)C2=CC(=CC=C2)NC2C(NC(CC2)=O)=O